3-fluoro-2-(5-oxo-5-(4-(5-(trifluoromethyl)pyrimidin-2-yl)piperazin-1-yl)pentyl)-2H-indazole-7-Formamide FC=1N(N=C2C(=CC=CC12)C(=O)N)CCCCC(N1CCN(CC1)C1=NC=C(C=N1)C(F)(F)F)=O